ClC=1C(=CC2=C(N(C[C@H](N(S2(=O)=O)C)C2CCCCC2)C2=CC=CC=C2)C1)C1=CC=C(C(=N1)C(=O)O)F (R)-6-(7-chloro-3-cyclohexyl-2-methyl-1,1-dioxido-5-phenyl-2,3,4,5-tetrahydrobenzo[f][1,2,5]thiadiazepin-8-yl)-3-fluoropicolinic acid